C(C)(C)[C@H]1[C@@H]2C(=C[C@@H](C(=C2)C)C1)C(=O)OC1=CC2=CC=CC=C2C=C1 2-naphthyl (1S,4S,7S)-7-isopropyl-5-methylbicyclo[2.2.2]octa-2,5-diene-2-carboxylate